N-(3,3-dimethylbutan-2-yl)octane-1,8-diamine CC(C(C)NCCCCCCCCN)(C)C